FC1=CC(=C(N[C@H]2CC[C@H](CC2)NC(OCCCC)=O)C=C1)OC cis-butyl N-[4-(4-fluoro-2-methoxy-anilino)cyclohexyl]carbamate